C1=CC=CC=2OC3=CC=CC4=C3C(C12)=C1C=CC=CC1=C4 naphtho{3,2,1-kl}xanthene